methyl 2-((7-(2-(4-chloro-2-fluorophenyl)-2-methylbenzo[d][1,3]dioxol-4-yl)-2,3-dihydrobenzofuran-4-yl) methyl)-1-(((S)-oxetan-2-yl) methyl)-1H-benzo[d]imidazole-6-carboxylate ClC1=CC(=C(C=C1)C1(OC2=C(O1)C=CC=C2C2=CC=C(C=1CCOC12)CC1=NC2=C(N1C[C@H]1OCC1)C=C(C=C2)C(=O)OC)C)F